O1CCN(CC1)C=1C=CC(=C(C1)NC(OC(C)(C)C)=O)[N+](=O)[O-] Tert-butyl N-(5-morpholino-2-nitro-phenyl)carbamate